(2S,4R)-4-Amino-pyrrolidine-2-acetic acid N[C@@H]1C[C@H](NC1)CC(=O)O